5-cyclohexyl-6-((3-fluorobenzyl)thio)-1-methyl-1H-pyrazolo[3,4-d]pyrimidin-4(5H)-one C1(CCCCC1)N1C(=NC2=C(C1=O)C=NN2C)SCC2=CC(=CC=C2)F